4-benzyloxy-pyrimidine-5-carboxylic acid C(C1=CC=CC=C1)OC1=NC=NC=C1C(=O)O